C1(CC1)N(C(CCNC=1C=C(OC(C(=O)OC(C)(C)C)(C)C)C=CC1)=O)C1=CC=C(C=C1)C=1SC=CC1 tert-butyl 2-(3-((3-(cyclopropyl (4-(thiophen-2-yl) phenyl) amino)-3-oxopropyl) amino) phenoxy)-2-methylpropionate